FC1(CC(C1)N1C(=NC2=NC=C(C=C21)C=2C=CN1N=C(N=CC12)N[C@@H]1CC[C@@H](CC1)OC(F)(F)F)C)F 5-(1-(3,3-difluorocyclobutyl)-2-methyl-1H-imidazo[4,5-b]pyridin-6-yl)-N-(cis-4-(trifluoromethoxy)cyclohexyl)pyrrolo[2,1-f][1,2,4]triazin-2-amine